FC1=C(C(=C(C(=C1F)F)F)F)[Ti](C1C=CC=C1)C1C=CC=C1 2,3,4,5,6-pentafluorophenyl-bis(cyclopentadienyl)titanium